4-(benzyloxy)-2-(dibenzylamino)butan-1-ol C(C1=CC=CC=C1)OCCC(CO)N(CC1=CC=CC=C1)CC1=CC=CC=C1